1-(3-aminopropyl)-3-(4-methyl-2-(piperidin-1-yl)quinolin-6-yl)thiourea NCCCNC(=S)NC=1C=C2C(=CC(=NC2=CC1)N1CCCCC1)C